5-(2-((S)-2-methylazetidin-1-yl)-5,5a,6,6a-tetrahydrocyclopropa[4,5]cyclopenta[1,2-d]pyrimidin-4-yl)isothiazole C[C@@H]1N(CC1)C=1N=C(C2=C(N1)C1C(C2)C1)C1=CC=NS1